4-(6-amino-5-methoxy-pyridazin-3-yl)-piperidine-1-carboxylic acid tert-butyl ester C(C)(C)(C)OC(=O)N1CCC(CC1)C=1N=NC(=C(C1)OC)N